(3aR,5s,6aS)-2-((4-methyltetrahydro-2H-pyran-4-yl)methyl)-N-(6-(2,3,5-trifluorophenyl)pyridazin-3-yl)octahydrocyclopenta[c]pyrrol-5-amine CC1(CCOCC1)CN1C[C@@H]2[C@H](C1)CC(C2)NC=2N=NC(=CC2)C2=C(C(=CC(=C2)F)F)F